C(C)N1OC([C@H]2[C@H]1[C@@H](C[C@](C2)(C2=C(C=CC=C2)C)C)C)(C)C |r| rac-(3aR,5R,7R,7aR)-1-ethyl-3,3,5,7-tetramethyl-5-(o-tolyl)octahydrobenzo[c]isoxazole